C(#C)C=1C(=C2C=NC(=NN2C1[C@@H](C(F)(F)F)C)N[C@H]1[C@@H](CN(CC1)S(=O)(=O)C)F)F 6-ethynyl-5-fluoro-N-((3R,4R)-3-fluoro-1-(methylsulfonyl)piperidin-4-yl)-7-((S)-1,1,1-trifluoropropan-2-yl)pyrrolo[2,1-f][1,2,4]triazin-2-amine